FC=1C(=NC(=NC1)N[C@H]1[C@@H](COCC1)O)C1=CC=C2C(C=C(N(C2=C1)C(C)C)CN1C[C@@H](CC1)F)=O 7-(5-fluoro-2-(((3S,4R)-3-hydroxytetrahydro-2H-pyran-4-yl)amino)pyrimidin-4-yl)-2-(((R)-3-fluoropyrrolidin-1-yl)methyl)-1-isopropylquinolin-4(1H)-one